((3R,9aS)-3-(3-chloro-4-fluorophenyl)hexahydropyrazino[2,1-c][1,4]oxazin-8(1H)-yl)(2-chloro-6-fluoro-3-methoxyphenyl)methanone ClC=1C=C(C=CC1F)[C@@H]1CN2[C@H](CO1)CN(CC2)C(=O)C2=C(C(=CC=C2F)OC)Cl